BrC=1C=CC(=NC1)NC(=O)C(C(C1CC1)C1CC1)NC(=O)C=1N(N=CC1)C(C)C N-[1-[(5-bromo-2-pyridyl)carbamoyl]-2,2-dicyclopropyl-ethyl]-2-isopropyl-pyrazole-3-carboxamide